((2R,3S,5R)-3-(benzoyloxy)-5-(2-oxotetrahydropyrimidin-1(2H)-yl)tetrahydrofuran-2-yl)methyl benzoate C(C1=CC=CC=C1)(=O)OC[C@H]1O[C@H](C[C@@H]1OC(C1=CC=CC=C1)=O)N1C(NCCC1)=O